(S)-1-((R)-8-(4'-(aminomethyl)-4-ethoxybiphenyl-3-ylsulfonyl)-1-oxa-8-azaspiro[4.5]decan-3-ylamino)-3-(3-(1-(hydroxymethyl)cyclopropylsulfonyl)phenoxy)propan-2-ol NCC1=CC=C(C=C1)C1=CC(=C(C=C1)OCC)S(=O)(=O)N1CCC2(C[C@H](CO2)NC[C@@H](COC2=CC(=CC=C2)S(=O)(=O)C2(CC2)CO)O)CC1